Rac-4-[3-[2,6-dichloro-4-[3-cyano-4-(2-methoxyethyl)piperazin-1-yl]benzoyl]-2,4-dihydro-1,3-benzoxazin-8-yl]-5-fluoro-2-morpholin-4-ylbenzoic acid ClC1=C(C(=O)N2COC3=C(C2)C=CC=C3C3=CC(=C(C(=O)O)C=C3F)N3CCOCC3)C(=CC(=C1)N1C[C@@H](N(CC1)CCOC)C#N)Cl |r|